O(C1=CC=CC=C1)C1=CC=C(C=C1)C(=O)N1C=CC2=C1C=NC=N2 (4-Phenoxyphenyl)(pyrrolopyrimidin-5-yl)methanone